1-(2,3-dimethoxypropyl)-4-methylpiperazine COC(CN1CCN(CC1)C)COC